C(CCCCCCC)C(C(=O)OCCCCCCC(=O)OC(COC(CCCCCCOC(C(CCCCCCCC)CCCCCCCC)=O)=O)COP(=O)(O)OCCN(C)C)CCCCCCCC ((3-(((2-(Dimethylamino)ethoxy)(hydroxy)phosphoryl)oxy)propane-1,2-diyl)bis(oxy))bis(7-oxoheptane-7,1-diyl) bis(2-octyldecanoate)